C(C)(C)(C)OC(=O)N1CC(C(C1)NC(=O)C=1N(N=C2C=CC(=CC12)OCC1=CC=CC=C1)C)(F)F.BrC1=C2C3CN(C(C2=CC=C1)C3)C(C=C)=O 1-(5-Bromo-3,4-dihydro-1,4-methyleneisoquinolin-2(1H)-yl)prop-2-en-1-one tert-butyl-4-(5-(benzyloxy)-2-methyl-2H-indazole-3-carboxamido)-3,3-difluoropyrrolidine-1-carboxylate